NC1=CC=C(C=C1)CN1N=C(C=C1C1=CC(=CC=C1)OCC(C)C)C(=O)OC Methyl 1-[(4-aminophenyl)methyl]-5-[3-(2-methylpropoxy)phenyl]-1H-pyrazole-3-carboxylate